CC1=NC2=CC=CC(=C2C(N1)=O)Cl 2-methyl-5-chloroquinazolin-4(3H)-one